2-bromo-5-fluoro-6-methoxypyridine BrC1=NC(=C(C=C1)F)OC